BrC=1C=C(C=C2C=CC(OC12)(C)C)C(=O)OC methyl 8-bromo-2,2-dimethyl-2H-chromene-6-carboxylate